N-[[6-(3,4,4a,5,6,7,8,8a-Octahydro-1H-isochinolin-2-yl)-2-pyridyl]sulfonyl]-2-(2,2,4-trimethylpyrrolidin-1-yl)pyridin-3-carboxamid C1N(CCC2CCCCC12)C1=CC=CC(=N1)S(=O)(=O)NC(=O)C=1C(=NC=CC1)N1C(CC(C1)C)(C)C